6-methyl-2-(2-{5H,6H,7H,8H,9H-[1,2,4]triazolo[4,3-a]azepin-3-ylsulfanyl}acetamido)-4,5,6,7-tetrahydro-1-benzothiophene-3-carboxamide CC1CC2=C(C(=C(S2)NC(CSC2=NN=C3N2CCCCC3)=O)C(=O)N)CC1